NCCOCC(CO)O 3-(2-Aminoethoxy)propane-1,2-diol